1-[1-(2H3)Methylpiperidin-4-yl]-3-{[4-(propane-2-yloxy)phenyl]Methyl}urea C(N1CCC(CC1)NC(=O)NCC1=CC=C(C=C1)OC(C)C)([2H])([2H])[2H]